C(C)C1OC(CC(C1(C)C)=C)CC 2,6-Diethyl-3,3-dimethyl-4-methylenetetrahydro-2H-pyran